C(C)C=1C(=CC(=C(C1)C=1NC(=NN1)C(=O)NC(C(F)(F)F)C)O)O 5-(5-ethyl-2,4-dihydroxyphenyl)-N-(1,1,1-trifluoropropan-2-yl)-4H-1,2,4-triazole-3-carboxamide